Cl.NC(C(=O)N1CCN(CC1)C(=O)NC1=NC(N(C=C1)C1=CC=C(C=C1)CN1CC2C(C2C1)C(C)N)=O)(C)C 4-(2-Amino-2-methylpropanoyl)-N-(1-(4-((exo-6-(1-aminoethyl)-3-azabicyclo[3.1.0]hexan-3-yl)methyl)phenyl)-2-oxo-1,2-dihydropyrimidin-4-yl)piperazine-1-carboxamide Hydrochloride Salt